NC=1C=C(C=CC1)S(=O)(=O)NC1=NC(=CC(=N1)OC1=C(C=C(C=C1)N1CCN(CC1)C)Cl)C1=C(C=CC=C1)C(C)C 3-Amino-N-[4-[2-chloro-4-(4-methylpiperazin-1-yl)phenoxy]-6-(2-isopropylphenyl)pyrimidin-2-yl]benzenesulfonamide